2-(3-(8-Amino-6-(trifluoromethyl)imidazo[1,2-a]pyrazin-3-yl)-4-(methyl-d3)phenyl)-1,1,1-trifluoro-3-methylbutane-2,3-diol, trifluoroacetate salt FC(C(=O)O)(F)F.NC=1C=2N(C=C(N1)C(F)(F)F)C(=CN2)C=2C=C(C=CC2C([2H])([2H])[2H])C(C(F)(F)F)(C(C)(O)C)O